5-(3'-(phenyl-d5)-1,1'-biphenyl-4-yl)-8-(phenyl-d5)-5H,8H-Indolo[2,3-c]carbazole C1(=C(C(=C(C(=C1[2H])[2H])[2H])[2H])[2H])C=1C=C(C=CC1)C1=CC=C(C=C1)N1C2=CC=CC=C2C2=C1C=CC=1N(C=3C=CC=CC3C21)C2=C(C(=C(C(=C2[2H])[2H])[2H])[2H])[2H]